methyl-4-(bromoethyl)benzoic acid CC1=C(C(=O)O)C=CC(=C1)CCBr